sodium 5-(benzyloxy)-4'-((phenoxycarbonyl)amino)-[1,1'-biphenyl]-3-carboxylate C(C1=CC=CC=C1)OC=1C=C(C=C(C1)C1=CC=C(C=C1)NC(=O)OC1=CC=CC=C1)C(=O)[O-].[Na+]